tert-Butyl N-[3-(5-bromo-1,3-benzothiazol-2-yl)cyclobutyl]carbamate BrC=1C=CC2=C(N=C(S2)C2CC(C2)NC(OC(C)(C)C)=O)C1